3-oxopentanic acid O=C(CC(=O)O)CC